(R*)-3-(4-Fluorophenyl)-N7-methyl-N5-(2-(1-methyl-1H-pyrazol-4-yl)ethyl)-2,3-dihydrobenzofuran-5,7-dicarboxamid FC1=CC=C(C=C1)[C@H]1COC2=C1C=C(C=C2C(=O)NC)C(=O)NCCC=2C=NN(C2)C |o1:7|